dihydrothiophene 1,1-dioxide 2,2,2-trifluoroacetate FC(C(=O)O)(F)F.S1(CCC=C1)(=O)=O